3-(3-(3,6-difluoro-9H-carbazol-9-yl)-2-hydroxy-2-methylpropyl)-3,4-dihydroquinazolin-2(1H)-one FC=1C=CC=2N(C3=CC=C(C=C3C2C1)F)CC(CN1C(NC2=CC=CC=C2C1)=O)(C)O